[F-].C(C(C)(C)C)[N+](CC(C)(C)C)(CC(C)(C)C)CC(C)(C)C tetraneopentyl-ammonium fluoride